methyl-(1H-indole-2-carbonyl)-L-proline C[C@@]1(N(CCC1)C(=O)C=1NC2=CC=CC=C2C1)C(=O)O